5-bromobenzene-1,3-diamine BrC=1C=C(C=C(C1)N)N